ClC1=CC=C(C=C1)C12CC(C1)(C2)S(=O)C2=CC=C(C=C2)Cl 1-p-chlorophenyl-3-p-chlorophenyl-sulfinyl-bicyclo[1.1.1]pentane